4-(5-bromo-2-methoxyphenyl)-7-(2-methoxyethoxy)quinazoline-4,6-diamine BrC=1C=CC(=C(C1)C1(NC=NC2=CC(=C(C=C12)N)OCCOC)N)OC